4-(6-(6-(4-(methylsulfonyl)benzyl)-3,6-diazabicyclo[3.1.1]heptan-3-yl)pyridin-3-yl)-6-(1-(trifluoromethyl)-1H-pyrazol-4-yl)pyrazolo[1,5-a]pyridine-3-carbonitrile CS(=O)(=O)C1=CC=C(CN2C3CN(CC2C3)C3=CC=C(C=N3)C=3C=2N(C=C(C3)C=3C=NN(C3)C(F)(F)F)N=CC2C#N)C=C1